CNC(CC=1C=CC2=C(C=CO2)C1)C 5-(2-methylaminopropyl)-benzofuran